[1,3-bis(2,4,6-trimethylphenyl)-2-imidazolidinylidene]-dichloro-(3-phenyl-1H-inden-1-ylidene)(pyridyl)ruthenium(II) CC1=C(C(=CC(=C1)C)C)N1C(N(CC1)C1=C(C=C(C=C1C)C)C)=[Ru-5](C1=NC=CC=C1)(=C1C=C(C2=CC=CC=C12)C1=CC=CC=C1)(Cl)Cl